(1R,2S)-(3,4-difluorophenyl)cyclopropylamine FC=1C=C(C=CC1F)NC1CC1